(S)-6-(2-benzylaminobenzo[d]thiazol-6-yl)-N-(1-(4-fluorophenyl)ethyl)-2-methylquinazolin-4-carboxamide C(C1=CC=CC=C1)NC=1SC2=C(N1)C=CC(=C2)C=2C=C1C(=NC(=NC1=CC2)C)C(=O)N[C@@H](C)C2=CC=C(C=C2)F